CN(CCCN1C=2C=CC(=CC2C=2C1=NC=1CCCCC1C2N)C(F)(F)F)C 6-(3-(dimethylamino)propyl)-9-(trifluoromethyl)-2,3,4,6-tetrahydro-1H-indolo[2,3-b]quinolin-11-amine